FC(C1(C(F)(F)O1)F)(F)F HEXAFLUOROPROPYLENOXIDE